5-(benzyloxy)-N-(4,4-difluoropyrrolidin-3-yl)-6-fluoro-2-methylbenzofuran-3-carboxamide C(C1=CC=CC=C1)OC=1C(=CC2=C(C(=C(O2)C)C(=O)NC2CNCC2(F)F)C1)F